BrC=1C2=C(C=C3C=CC(=NC13)NC1CCN(CC1)C)C=C(O2)C#N 9-bromo-7-((1-methylpiperidin-4-yl)amino)furo[3,2-g]quinoline-2-carbonitrile